ClC1=CC(=C(NC=C2C(OC(OC2=O)(C)C)=O)C=C1)F 5-[(4-Chloro-2-fluoro-anilino)methylene]-2,2-dimethyl-1,3-dioxan-4,6-dione